N-[7-[(methanesulfonyl)amino]-4-oxo-6-phenoxy-4H-1-benzopyran-3-yl]benzamide CS(=O)(=O)NC1=CC2=C(C(C(=CO2)NC(C2=CC=CC=C2)=O)=O)C=C1OC1=CC=CC=C1